4-(4-Chlorophenyl)-2-(2-thienylmethyl)imidazole ClC1=CC=C(C=C1)C=1N=C(NC1)CC=1SC=CC1